FC(C=1C=C(C=CC1)NC1=NC(=NC(=N1)NC1=CC(=CC=C1)C(F)(F)F)N1CC(CC1)(O)C)(F)F 1-(4,6-bis((3-(trifluoromethyl)phenyl)amino)-1,3,5-triazin-2-yl)3-methylpyrrolidin-3-ol